S1CCN(CC1)C(=O)C=1OC(=CC1)C1=CC(=CC=C1)C(F)(F)F Thiomorpholino(5-(3-(trifluoromethyl)phenyl)furan-2-yl)methanone